The molecule is a 3-acyl-sn-glycerol where alpha-linolenoyl is the 3-acyl group. It is a 1-alpha-linolenoylglycerol and a 3-acyl-sn-glycerol. It is an enantiomer of a 1-alpha-linolenoyl-sn-glycerol. CC/C=C\\C/C=C\\C/C=C\\CCCCCCCC(=O)OC[C@@H](CO)O